4-amino-8-(6-chloro-3-methoxypyridazin-4-yl)-N-propylisoquinoline-3-carboxamide NC1=C(N=CC2=C(C=CC=C12)C1=C(N=NC(=C1)Cl)OC)C(=O)NCCC